FC1=C(CN2N=C(C=C2)C2=CC=CC(=N2)[C@](CS(=O)(=O)N)(C)O)C=C(C=C1)OC(F)(F)F (S)-2-(6-(1-(2-fluoro-5-(trifluoromethoxy)benzyl)-1H-pyrazol-3-yl)pyridin-2-yl)-2-hydroxypropane-1-sulfonamide